ClC1=CC(=C(C=C1Cl)[C@@H](C1CCN(CC1)C(=O)C1(CN(C1)C(=O)OC(C)(C)C)F)NS(=O)C(C)(C)C)OCC=C tert-butyl 3-[4-[(R)-[4,5-dichloro-2-(prop-2-en-1-yloxy)phenyl][(2-methylpropane-2-sulfinyl)amino]methyl]piperidine-1-carbonyl]-3-fluoroazetidine-1-carboxylate